3-(4,5,6,7-tetrahydrothieno[3,2-c]pyridin-2-yl)-5-(trifluoromethyl)-1,2,4-oxadiazole S1C(=CC=2CNCCC21)C2=NOC(=N2)C(F)(F)F